C(C)(C)(C)OC(CN1C(=NC2=C1C=C(C=C2C(=O)O)C)C)=O 1-[2-(tert-Butoxy)-2-oxoethyl]-2,6-dimethyl-1H-1,3-benzodiazole-4-carboxylic acid